8,8'-((6-Hydroxyhexyl)azetidinediyl)bis(N,N-didecyl-octanoamide) OCCCCCCC1(N(CC1)CCCCCCCC(=O)N(CCCCCCCCCC)CCCCCCCCCC)CCCCCCCC(=O)N(CCCCCCCCCC)CCCCCCCCCC